3-(5-amino-6-((1-(1-methylpiperidin-4-yl)-1H-pyrazol-4-yl)oxy)pyrazin-2-yl)-5-isopropoxy-N-methylbenzenesulfonamide NC=1N=CC(=NC1OC=1C=NN(C1)C1CCN(CC1)C)C=1C=C(C=C(C1)OC(C)C)S(=O)(=O)NC